3-(cyanomethyl)-7-((3-fluoro-1-(2-hydroxy-3-methoxypropyl)piperidin-4-yl)amino)benzofuran C(#N)CC1=COC2=C1C=CC=C2NC2C(CN(CC2)CC(COC)O)F